hexahydropyrazolo[4',3':10,11][1,4,7]dioxazacyclododecino[9,8,7-hi]indole N12CCC3CCCC(=C13)C=1C(=COC=COC=C2)N=NC1